methyl [(2R,4R)-3,3-difluoro-4-{(methanesulfonyl) [(4-methoxyphenyl)methyl]amino}pyrrolidin-2-yl]acetate hydrochloride Cl.FC1([C@H](NC[C@H]1N(CC1=CC=C(C=C1)OC)S(=O)(=O)C)CC(=O)OC)F